(S)-3-(5-(5-((2H-tetrazol-5-yl)methyl)-2-methoxybenzyl)-2-amino-6-((1-methoxyheptan-3-yl)amino)pyrimidin-4-yl)propanoic acid N=1NN=NC1CC=1C=CC(=C(CC=2C(=NC(=NC2N[C@H](CCOC)CCCC)N)CCC(=O)O)C1)OC